tert-butyl 2-fluoro-3-formylbenzoate FC1=C(C(=O)OC(C)(C)C)C=CC=C1C=O